(2R,3S)-3-methyl-hex-5-ene-2-sulfonic acid sodium salt [Na+].C[C@H]([C@@H](C)S(=O)(=O)[O-])CC=C